COC=1C=C(C(=CC1)O)O 4-methoxybenzene-1,2-diol